(S)-2-((1-methyl-1H-pyrazol-3-yl)methyl)-6-((2-methyl-2,3-dihydrobenzofuran-5-yl)sulfonyl)phthalazin-1(2H)-one CN1N=C(C=C1)CN1C(C2=CC=C(C=C2C=N1)S(=O)(=O)C=1C=CC2=C(C[C@@H](O2)C)C1)=O